COC[C@H](OC1=NC(=NC=C1C(F)(F)F)N[C@H]1C[C@H](CCC1)C1=NN=C2N1C=CC(=C2)OC)C 4-[(1R)-2-methoxy-1-methyl-ethoxy]-N-[(1R,3S)-3-(7-methoxy-[1,2,4]triazolo[4,3-a]pyridin-3-yl)cyclohexyl]-5-(trifluoromethyl)pyrimidin-2-amine